CC1=NC(=CC(=N1)N1CCN(CC1)CC1=CC=C(CC=2C=3C4=C(C(N(C4=CC2)C2C(NC(CC2)=O)=O)=O)C=CC3)C=C1)N1N=C(N=C1)C 3-(6-(4-((4-(2-methyl-6-(3-methyl-1H-1,2,4-triazol-1-yl)pyrimidin-4-yl)piperazin-1-yl)methyl)benzyl)-2-oxobenzo[cd]indol-1(2H)-yl)piperidine-2,6-dione